4-bromo-1,3,6-trihydroxy-7-methoxy-2,8-bis(3-methylbut-2-en-1-yl)-9H-xanthen-9-one BrC1=C(C(=C(C=2C(C3=C(C(=C(C=C3OC12)O)OC)CC=C(C)C)=O)O)CC=C(C)C)O